ClC=1C(=CC2=C(C[C@](O2)(C2=CC=CC=C2)CNC2CCC3(CCC(N3)=O)CC2)C1C1=C(C(=O)N)C=CC(=C1F)OC(F)F)F 2-((2S,4S)-5-chloro-6-fluoro-2-(((2-oxo-1-azaspiro[4.5]decan-8-yl)amino)methyl)-2-phenyl-2,3-dihydrobenzofuran-4-yl)-4-(difluoromethoxy)-3-fluorobenzamide